C(=O)(O)CCOCCN1C(N(C=C1)CCC(=O)[O-])CCCCCCC.[Na+].[Na+].C(=O)(O)CCOCCN1C(N(C=C1)CCC(=O)[O-])CCCCCCC disodium 3-(2-(2-carboxyethoxy)ethyl)-2-heptyl-2,3-dihydro-1H-imidazole-1-propanoate